The molecule is a carbotricyclic compound that is tricyclo[6.3.1.0(2,5)]dodecane which is substituted by a hydroxy group at position 1 and by methyl groups at positions 4, 4, and 8 (the 1S,2R,5S,8R-diastereoisomer). It has a role as a bacterial metabolite. It is a sesquiterpenoid, a carbotricyclic compound and a tertiary alcohol. C[C@]12CCC[C@](C1)([C@@H]3CC([C@H]3CC2)(C)C)O